C1=NS(C=CC2=C1C=CC=C2)NC(C2=CC=C(C=C2)C2=CC=CC=C2)=O N-(benzo[d][1,2]thiazepin-3-yl)-4-phenylbenzamide